3,5-bis(4-methoxy-3-(trifluoromethoxy)benzylidene)piperidin-4-one COC1=C(C=C(C=C2CNCC(C2=O)=CC2=CC(=C(C=C2)OC)OC(F)(F)F)C=C1)OC(F)(F)F